C1(CC1)C=1C=C(C=2N(C1)C=C(N2)CNC2=CC(=NC=N2)NC(=O)[C@@H]2[C@H](C2)C2=NC=CC(=N2)C)N2C(N(C(C2)=O)C2CC2)=O (1S,2S)-N-(6-(((6-cyclopropyl-8-(3-cyclopropyl-2,4-dioxoimidazolidin-1-yl)imidazo[1,2-a]pyridin-2-yl)methyl)amino)pyrimidin-4-yl)-2-(4-methylpyrimidin-2-yl)cyclopropane-1-carboxamide